CC(C=O)(CC12C=CCC(C1(C)C)C2)C alpha,alpha,6,6-tetramethyl-bicyclo[3.1.1]hept-2-ene-propanal